2-(3,6-bis(trifluoromethyl)-9H-carbazol-9-yl)-N,N-dimethyl-6-(3-(trifluoromethyl)-1H-pyrazol-5-yl)pyridin-4-amine FC(C=1C=CC=2N(C3=CC=C(C=C3C2C1)C(F)(F)F)C1=NC(=CC(=C1)N(C)C)C1=CC(=NN1)C(F)(F)F)(F)F